BrC1=CC=C2C(C(=NNC2=C1)CCO)=O 7-bromo-3-(2-hydroxyethyl)cinnolin-4(1H)-one